(3-Cyclopropoxypyridin-4-yl)methanol C1(CC1)OC=1C=NC=CC1CO